N-{[(2R)-1,4-Dioxan-2-yl]methyl}-2-[(oxan-4-yl)methyl]-8-(trifluoromethyl)-4,5-dihydro-2H-furo[2,3-g]indazol-7-carboxamid O1[C@@H](COCC1)CNC(=O)C1=C(C2=C(CCC3=CN(N=C23)CC2CCOCC2)O1)C(F)(F)F